C[Si](Cl)(CCCCCCCC)C dimethyloctyl-(chloro)silane